C(N)(OCC(C)OC(N)=O)=O 2-propylene biscarbamate